1-(4-amino-7-(4-(3-aminopropyl)benzyl)-2-(pentan-2-yl)-1H-imidazo[4,5-c]quinolin-1-yl)-2-methylpropan-2-ol NC1=NC=2C=C(C=CC2C2=C1N=C(N2CC(C)(O)C)C(C)CCC)CC2=CC=C(C=C2)CCCN